2-(4-cyclopropyl-6-methoxypyrimidin-5-yl)-4-(methylsulfonyl)imidazo[2,1-f][1,2,4]triazine C1(CC1)C1=NC=NC(=C1C1=NN2C(C(=N1)S(=O)(=O)C)=NC=C2)OC